Perfluorophosphinic acid FP(O)(=O)F